FC(C(=O)O)(C1=CC=C(C=C1)CCCCCCC(NOC1OCCCC1)=O)F 2,2-difluoro-2-(4-(7-oxo-7-(((tetrahydro-2H-pyran-2-yl)oxy)amino)heptyl)phenyl)acetic acid